(1-(2-(1,1-difluoroethyl)pyrimidin-4-yl)-3-(3-(difluoromethoxy)pyrrolidin-1-yl)-1H-pyrazolo[4,3-c]pyridin-6-yl)acetamide FC(C)(F)C1=NC=CC(=N1)N1N=C(C=2C=NC(=CC21)CC(=O)N)N2CC(CC2)OC(F)F